6-(1-fluorocyclobutyl)quinoline-4-carboxylic acid FC1(CCC1)C=1C=C2C(=CC=NC2=CC1)C(=O)O